Oxaborolidine [B]1CCCO1